C(#N)C(C(=O)N)=NOCC1=C(C=C(C=C1)C1=CC=CC=C1)C 2-cyano-2-[((2-methyl-4-phenylphenyl)methoxy)imino]Acetamide